COC(=O)C(C(F)(F)F)(OC(C(C(F)(F)F)(F)F)(F)F)F methyl undecafluoro-2-methyl-3-oxahexanoate